C(C)OC1=NC=CC=C1C1=CC(=C2C(=N1)C(=NN2C(C)C)C)NCC2=CC(=NC=C2)OC 5-(2-ethoxy-3-pyridinyl)-1-isopropyl-N-[(2-methoxy-4-pyridinyl)methyl]-3-methyl-pyrazolo[4,3-b]pyridin-7-amine